(4-(3,3-dimethylbutylamino)-3,5-dimethylphenyl)boronic acid CC(CCNC1=C(C=C(C=C1C)B(O)O)C)(C)C